5-(2-aminopiperazin-1-yl)-6-hydroxy-2,3-dihydro-1,4-benzodioxine NC1N(CCNC1)C1=C(C=CC=2OCCOC21)O